5-bromo-1-isopropyl-1H-pyrazole-4-carboxylic acid BrC1=C(C=NN1C(C)C)C(=O)O